COC=1C=C(C=CC1NCC#CC=1N(C2=CC=CC(=C2C1)NC1CCC(CC1)N1CC2C(C1)COC2)CC(F)(F)F)S(=O)(=O)N 3-methoxy-4-{[3-(4-{[(1R,4R)-4-{hexahydro-1H-furo[3,4-c]pyrrol-5-yl}cyclohexyl]amino}-1-(2,2,2-trifluoroethyl)-1H-indol-2-yl)prop-2-yn-1-yl]amino}benzene-1-sulfonamide